N-((S)-1-cyano-2-((S)-2-oxopyrrolidin-3-yl)ethyl)-5-azaspiro[2.4]heptane-6-carboxamide C(#N)[C@H](C[C@H]1C(NCC1)=O)NC(=O)C1NCC2(CC2)C1